C(C)(C)(CC)O[Si](O)(OC(C)(C)CC)OC(C)(C)CC tris(tertpentoxy)silanol